BrC1=C(C=C(C=C1)OC(F)F)OC 1-Bromo-4-(difluoromethoxy)-2-methoxy-benzene